3-decyltridecan-1-ol C(CCCCCCCCC)C(CCO)CCCCCCCCCC